37-hydroxyheptatriacontyl oleate C(CCCCCCC\C=C/CCCCCCCC)(=O)OCCCCCCCCCCCCCCCCCCCCCCCCCCCCCCCCCCCCCO